S(=O)(=O)(OC)[O-].[NH4+].[NH4+].COS(=O)(=O)[O-] diammonium methyl sulfate